8-chloro-N-(2-hydroxyethyl)-2-(4-methoxyphenyl)-3,4-dihydroquinazoline-4-carboxamide ClC=1C=CC=C2C(NC(=NC12)C1=CC=C(C=C1)OC)C(=O)NCCO